tert-butyl (R)-(2-(((3-(5-(4-chlorophenyl)-2-(4,4-difluoroazepan-1-yl)-4-methylnicotinamido)phenyl)(methyl)(oxo)-λ6-sulfaneylidene)amino)-2-oxoethyl)(methyl)carbamate ClC1=CC=C(C=C1)C=1C=NC(=C(C(=O)NC=2C=C(C=CC2)[S@](=O)(C)=NC(CN(C(OC(C)(C)C)=O)C)=O)C1C)N1CCC(CCC1)(F)F